C(CCCCCCCCCCC)OS(=O)(=O)[N+]1=CC=CC=C1 dodecyl-pyridiniumsulfonate